FC=1C=NC(=NC1)N1C[C@@H](N(CC1)C1=NC=C(N=C1)[N+](=O)[O-])C (S)-5-fluoro-2-(3-methyl-4-(5-nitropyrazin-2-yl)piperazin-1-yl)pyrimidine